OC=1C=C(C(=O)N2CCC(CC2)OC=2C=CC=C3C(=NN(C23)C)C2C(NC(CC2)=O)=O)C=CC1OC 3-(7-((1-(3-Hydroxy-4-methoxybenzoyl)piperidin-4-yl)oxy)-1-methyl-1H-indazol-3-yl)piperidine-2,6-dione